2-((4-fluoro-2-methylphenyl)amino)-N-(pyridin-3-yl)-4-(trifluoromethyl)benzamide FC1=CC(=C(C=C1)NC1=C(C(=O)NC=2C=NC=CC2)C=CC(=C1)C(F)(F)F)C